2-(((3R)-1-(2-(1-(piperidin-4-ylmethyl)piperidin-3-yl)ethyl)pyrrolidin-3-yl)amino)pyrimidine-5-Nitrile N1CCC(CC1)CN1CC(CCC1)CCN1C[C@@H](CC1)NC1=NC=C(C=N1)C#N